4-(5'-cyano-2'-oxo-1',2'-dihydrospiro[cyclohexane-1,3'-indol]-4-yl)-1,4-diazepan-1-carboxylic acid ethyl ester C(C)OC(=O)N1CCN(CCC1)C1CCC2(C(NC3=CC=C(C=C23)C#N)=O)CC1